C(#N)C1=CC(=C(COC=2C=C3CCN(CC3=CC2)CC2=NC3=C(N2C[C@H]2OCC2)C=C(C=C3)C(=O)OC)C=C1)F methyl (S)-2-((6-((4-cyano-2-fluorobenzyl) oxy)-3,4-dihydroisoquinolin-2(1H)-yl) methyl)-1-((oxetan-2-yl) methyl)-1H-benzo[d]imidazole-6-carboxylate